Acetaldehyde Ethyl Cis-3-Hexenyl Acetal C(C\C=C/CC)OC(C)OCC